C(CCCCCCCCCCCCCCCCCCC)[Li] n-Eicosyl-Lithium